CC1(OC2=C(C1)C=CC=C2O)C 2,3-dihydro-2,2-dimethylbenzofuran-7-ol